C(C1=CC=CC=C1)N(CCCN1CCN(CC1)CCCN)C 3-[4-[3-[benzyl-(methyl)amino]propyl]piperazin-1-yl]propan-1-amine